COC1=CC=C(C=C1)CN1N=C(C(=C1C1=C(C=NC(=C1)C(F)(F)F)N)[N+](=O)[O-])C 4-[2-[(4-methoxyphenyl)methyl]-5-methyl-4-nitro-pyrazol-3-yl]-6-(trifluoromethyl)pyridin-3-amine